N1(NCCCC1)C(=O)OC(C)(C)C tert-butyl 1,2-diazinane-1-carboxylate